CC1=NOC=C1NC(=O)OC(C)C1=CC=CC=C1 3-methyl-4-(1-phenylethoxycarbonylamino)isoxazol